11-fluoro-5,6,6a,7-tetrahydro-4H-dibenzo[de,g]quinolin-2-ol hydrochloride Cl.FC1=CC=CC2=C1C1=C3C(CCNC3C2)=CC(=C1)O